CC(C(=O)[O-])(C=O)C1=CC(=C(C=C1)C)CO[Si](C1=CC=CC=C1)(C1=CC=CC=C1)C(C)(C)C methyl-[3-({[tert-butyl (diphenyl) silyl] oxy} methyl)-4-methylphenyl]-3-oxopropanoate